4-[4-(4-methoxycarbonyl-benzoylamino)-phenyl]-piperazine-1-carboxylic acid tert-butyl ester C(C)(C)(C)OC(=O)N1CCN(CC1)C1=CC=C(C=C1)NC(C1=CC=C(C=C1)C(=O)OC)=O